CC=1C=C2C(C=C(OC2=C(C1)[C@@H](C)NC(OC(C)(C)C)=O)C1=CC2=CN(N=C2C=C1)C)=O tert-Butyl N-[(1R)-1-[6-methyl-2-(2-methylindazol-5-yl)-4-oxo-chromen-8-yl]ethyl]carbamate